1-bromo-3-methyl-4-(difluoromethyl)benzene BrC1=CC(=C(C=C1)C(F)F)C